OCC(CCCCCCCCCC)CCC\C=C\CCC 1-hydroxydodecan-2-yl-(4E)-oct-4-ene